ClC=1C=CC(=C2C(C=C(OC12)C1=CC=C(OCCOC2CC(C2)C(=O)O)C=C1)=O)C 3-[2-[4-(8-chloro-5-methyl-4-oxo-chromen-2-yl)phenoxy]ethoxy]cyclobutanecarboxylic acid